ClC1=NC(=CC=C1C(=O)O)N1N=C(C=C1)O[C@@H]1[C@@H]2CC[C@H](C1)C2 2-chloro-6-[3-[(1R,2S,4S)-norbornan-2-yl]Oxypyrazol-1-yl]Pyridine-3-carboxylic acid